FC=1C=2N(C=C(C1)NC(=O)C1=CC=C(C3=CN(N=C13)C)N1CCC(CC1)NCC1=NC=CC=C1)C=C(N2)C N-{8-fluoro-2-methylimidazo[1,2-a]pyridin-6-yl}-2-methyl-4-{4-[(pyridin-2-ylmethyl)amino]piperidin-1-yl}indazole-7-carboxamide